4-methylphenylsulfonyloxylimino-alpha-(4-methoxyphenyl)acetonitrile CC1=CC=C(C=C1)S(=O)(=O)ON=C(C#N)C1=CC=C(C=C1)OC